(S)-3-phenyl-pyrrolidine-1-carboxylic acid [2-dimethylamino-2-(4-methoxy-phenyl)-ethyl]-amide CN(C(CNC(=O)N1C[C@@H](CC1)C1=CC=CC=C1)C1=CC=C(C=C1)OC)C